2-amino-4-(butylamino)-6-(3-methoxy-4-(pyrrolidin-1-ylmethyl)benzyl)pyrimidine NC1=NC(=CC(=N1)NCCCC)CC1=CC(=C(C=C1)CN1CCCC1)OC